2-[2-(4,4-difluoroazepan-1-yl)-4-(trifluoromethyl)-3-pyridyl]-6-methyl-1H-pyridin-4-one FC1(CCN(CCC1)C1=NC=CC(=C1C=1NC(=CC(C1)=O)C)C(F)(F)F)F